1,5-dimethylpentane diisocyanate [N-]=C=O.[N-]=C=O.CCCCCCC